2-(4-pyrazolo[1,5-a]pyridin-6-yl-1H-pyrazol-1-yl)ethanol N1=CC=C2N1C=C(C=C2)C=2C=NN(C2)CCO